C=CCCCCCCCCCCCC=C 1,14-Pentadecadiene